C(C)(C)(C)OC(CC=1C=CC(=C(C1)C[C@H](C(=O)OCC)O)OCC1=NC(=NC=C1)C1=C(C=CC=C1)OC)=O (R)-ethyl 3-(5-(2-(tert-butoxy)-2-oxoethyl)-2-((2-(2-methoxyphenyl)pyrimidin-4-yl)methoxy)phenyl)-2-hydroxypropanoate